ethyl 2-(5-bromo-4-methyl-1H-indazol-1-yl)acetate BrC=1C(=C2C=NN(C2=CC1)CC(=O)OCC)C